(S)-hydrogen peroxide OO